CC(C([2H])([2H])C1=CC(=NC(=C1)[2H])C1=CC=CC=2C3=C(OC21)C=C2C=CC=CC2=C3)(C)C 4-(2,2-dimethylpropyl-1,1-d2)-2-(naphtho[2,3-b]benzofuran-4-yl)pyridine-6-d